6,7-dimethoxy-3-methyl-cinnolin-4-ol COC=1C=C2C(=C(N=NC2=CC1OC)C)O